3-(p-toluenesulfonyloxy)phenylurea CC1=CC=C(C=C1)S(=O)(=O)OC=1C=C(C=CC1)NC(=O)N